C12CNCC(CC1)N2C=2C=C(C=C(C2)F)CN2CCN(CC2)C(=O)OCC2=CC=CC=C2 benzyl 4-[[3-(3,8-diazabicyclo[3.2.1]octan-8-yl)-5-fluoro-phenyl]methyl]piperazine-1-carboxylate